[K+].C(#N)C1=CC(=C(COC2=CC=CC(=N2)N2CCN(CC2)[C@@H](C)C2=NC=3C(=NC(=CC3)C(=O)[O-])N2C[C@H]2OCC2)C=C1)F 2-((S)-1-(4-(6-((4-cyano-2-fluorobenzyl)oxy)pyridin-2-yl)piperazin-1-yl)ethyl)-3-(((S)-oxetan-2-yl)methyl)-3H-imidazo[4,5-b]pyridine-5-carboxylic acid potassium salt